C(C1=CC=CC=C1)C1CCN(CC1)CCN 2-(4-benzylpiperidin-1-yl)ethylamine